CP(I)(OC1=CC=CC=C1)(OC1=CC=CC=C1)OC1=CC=CC=C1 methyl-triphenoxyiodophosphorus